C1(CC1)C=1C=CC=2N(C1)C=C(N2)CN2N=C(C(=C2C)C(=O)NCC2=C(C(=CC=C2N2N=NN=C2)OC)F)C 1-((6-cyclopropylimidazo[1,2-a]pyridin-2-yl)methyl)-N-(2-fluoro-3-methoxy-6-(1H-tetrazol-1-yl)benzyl)-3,5-dimethyl-1H-pyrazole-4-carboxamide